C(C)OC(=O)C1C(C1)C(=O)O 2-(ethoxycarbonyl)cyclopropane-1-carboxylic acid